6,6-dimethyloxyhexylmagnesium chloride COC(CCCCC[Mg]Cl)OC